(S)-3-amino-3-(3-(furan-3-yl)phenyl)propanoic acid ethyl ester C(C)OC(C[C@@H](C1=CC(=CC=C1)C1=COC=C1)N)=O